tert-butyl 6-{[2-(5-chloropyridin-2-yl) imidazo[1,2-a]pyridin-3-yl] methyl}-2,6-diazabicyclo[3.2.2]nonane-2-carboxylate ClC=1C=CC(=NC1)C=1N=C2N(C=CC=C2)C1CN1C2CCN(C(C1)CC2)C(=O)OC(C)(C)C